C[C@]12CC[C@H]3[C@H]([C@@H]1CC[C@@H]2O)[C@@H](CC4=C3C=CC(=C4)O)CCCCCCCCCS(=O)CCCC(C(F)(F)F)(F)F The molecule is a 3-hydroxy steroid that is 17beta-estradiol in which the 7alpha hydrogen has been replaced by a nonyl group in which one of the hydrogens of the terminal methyl has been replaced by a (4,4,5,5,5-pentafluoropentyl)sulfinyl group. An estrogen receptor antagonist, it is used in the treatment of breast cancer. It has a role as an antineoplastic agent, an estrogen receptor antagonist and an estrogen antagonist. It is a 3-hydroxy steroid, a 17beta-hydroxy steroid, an organofluorine compound and a sulfoxide. It derives from a hydride of an estrane.